CC1=C(C=C2C=C(NC2=C1)C1=CC=NC=C1)C1=CC=NC=C1 6-methyl-2,5-bis(pyridin-4-yl)-1H-indole